2-((6-(4-((2-(4-chlorophenyl)ethyl)sulfonamido)-3-methylisoxazol-5-yl)-2-methylpyridin-3-yl)carbamoyl)cyclohexane-1-carboxylic acid ClC1=CC=C(C=C1)CCS(=O)(=O)NC=1C(=NOC1C1=CC=C(C(=N1)C)NC(=O)C1C(CCCC1)C(=O)O)C